10-bromo-3,6-decadiene BrCCCC=CCC=CCC